OC(C(O)(O)O)([N+](C)(C)C)O tetrahydroxycholine